7-Cyclopropylquinoline-4-thiol C1(CC1)C1=CC=C2C(=CC=NC2=C1)S